(5-chloro-1-methyl-1H-indol-2-yl)(4-isonicotinyl-piperidine-1-yl)methanone allyl-2-(3-ethoxy-3-oxopropyl)-1-oxo-1,2,3,4-tetrahydronaphthalene-2-carboxylate C(C=C)OC(=O)C1(C(C2=CC=CC=C2CC1)=O)CCC(=O)OCC.ClC=1C=C2C=C(N(C2=CC1)C)C(=O)N1CCC(CC1)CC1=CC=NC=C1